C1(CCC1)C(=O)N[C@@H]1[C@H](CC(C(O)=O)(O)O[C@H]1[C@H](O)[C@H](O)CO)O N-cyclobutanoyl-D-neuraminic acid